8-(1-acetyl-3,6-dihydro-2H-pyridin-4-yl)-4-[(2R)-3-(3,4-dihydro-1H-isoquinolin-2-yl)-2-hydroxy-propyl]-2,3-dihydro-1,4-benzoxazepin-5-one C(C)(=O)N1CCC(=CC1)C1=CC2=C(C(N(CCO2)C[C@@H](CN2CC3=CC=CC=C3CC2)O)=O)C=C1